2-(4-aminophenyl)-1H-benzimidazol-6-amine NC1=CC=C(C=C1)C1=NC2=C(N1)C=C(C=C2)N